4-[(3S)-3-amino-3-methylpyrrolidin-1-yl]-N-(2-hydroxyethyl)-5-(4-methyl-1H-1,3-benzodiazol-2-yl)pyridine-3-carboxamide N[C@@]1(CN(CC1)C1=C(C=NC=C1C1=NC2=C(N1)C=CC=C2C)C(=O)NCCO)C